4-(3-bromophenyl)-2-(((E)-(9-benzyl-beta-carbolin-3-yl)methylene)hydrazino)-2,3-dihydrothiazole BrC=1C=C(C=CC1)C=1NC(SC1)N/N=C/C=1N=CC=2N(C3=CC=CC=C3C2C1)CC1=CC=CC=C1